COC([C@@H](N)CCCCNC(=O)OCC1=CC=CC=C1)=O N'-benzyloxycarbonyl-L-lysine methyl ester